FC1=C(C(=C(C(=C1F)F)F)F)C(C=1NC=CC1)C=1NC=CC1 2,2'-((perfluorophenyl)methylene)bis(1H-pyrrole)